C(#N)C1=CC=C(C2=CC=CC=C12)N1CC2CC2(C1)C(F)(F)F 3-(4-cyanonaphthalen-1-yl)-5-(trifluoromethyl)-3-azabicyclo[3.1.0]hexane